ethoxyfurazan C(C)OC1=NON=C1